3-tertiary butyl-6-(ethylthio)-1,3,5-triazine-2,4(1H,3H)-dione C(C)(C)(C)N1C(NC(=NC1=O)SCC)=O